CC1=C(C(=CC=C1)C)C1=NC=2NS(C3=CC=CC(C(N4CC5=CC=CC=C5C(OC(=C1)N2)CC4)=O)=C3)(=O)=O 12-(2,6-dimethylphenyl)-15-oxa-8λ6-thia-1,9,11,26-tetraazapentacyclo[14.7.2.13,7.110,14.017,22]heptacosa-3(27),4,6,10(26),11,13,17,19,21-nonaene-2,8,8-trione